ClC1=C(C=C(C=C1)F)C(=O)C1=C(C2=C(N(C(=N2)C(=O)OCC)CC2=C(C=C(C=C2)OC)OC)C=C1NC(=O)C1=CC(=CC(=C1)C(F)(F)F)F)C#N ethyl 5-[(2-chloro-5-fluorophenyl)carbonyl]-4-cyano-1-[(2,4-dimethoxyphenyl)methyl]-6-({[3-fluoro-5-(trifluoromethyl)phenyl]carbonyl}amino)benzo[d]imidazole-2-carboxylate